2-bromo-1-isopropyl-2-methyl-1H-imidazo[4,5-b]pyridine BrC1(N(C=2C(=NC=CC2)N1)C(C)C)C